1-(4-(4-amino-2,5-dimethylphenoxy)phenyl)ethan-1-one O-methyloxime CON=C(C)C1=CC=C(C=C1)OC1=C(C=C(C(=C1)C)N)C